ClC1=C(C=CC(=C1)F)C1=CC(OC2=CC(=CC=C12)O[C@@H](C(=O)NC1=CC=C(C=N1)C(=O)O)C)=O 6-[[(2R)-2-[4-(2-chloro-4-fluoro-phenyl)-2-oxo-chromen-7-yl]oxypropanoyl]amino]pyridine-3-carboxylic acid